(+/-)-cis-N-(3-((2-chloro-6-phenylpyrimidin-4-yl)amino)cyclohexyl)-1-methyl-1H-imidazole-4-carboxamide ClC1=NC(=CC(=N1)N[C@H]1C[C@H](CCC1)NC(=O)C=1N=CN(C1)C)C1=CC=CC=C1 |r|